C(C1=CC=CC=C1)NC(=O)NC=1SC2=C(N1)C=C(C=C2)C=2C=C1C(N(C=NC1=CC2)CC2=CC=CC=C2)=O 1-benzyl-3-(5-(3-benzyl-4-oxo-3,4-dihydroquinazolin-6-yl)benzo[d]thiazol-2-yl)urea